5-(4,5-dihydro-3H-imidazol-2-yl)-3-fluoroaniline N1=C(NCC1)C=1C=C(C=C(N)C1)F